O=C1CN2CCC1CC2 3-oxoquinuclidin